C(C)N1C(C(=C(C(=C1)C)O)NC(N[C@@H](CC(=O)OCC)C=1C=C(C=CC1)C1=C(C=CC=C1)C)=O)=O Ethyl (S)-3-(3-(1-Ethyl-4-hydroxy-5-methyl-2-oxo-1,2-dihydropyridin-3-yl)ureido)-3-(2'-methylbiphenyl-3-yl)propanoat